1-(3-oxobutyryl)pyrene lanthanum [La].O=C(CC(=O)C1=CC=C2C=CC3=CC=CC4=CC=C1C2=C34)C